C(=O)O.NCCN1CCC(CC1)C(=O)N1CCN(CC1)C(=O)C1=C(C=C(C=C1)NC(=O)C=1N(C(=CN1)C1=C(C(=C(C=C1)OC)F)F)C)Cl N-(4-(4-(1-(2-aminoethyl)piperidine-4-carbonyl)piperazine-1-carbonyl)-3-chlorophenyl)-5-(2,3-difluoro-4-methoxyphenyl)-1-methyl-1H-imidazole-2-carboxamide formate